(3-oxobutyl)piperidine-2,6-dione O=C(CCN1C(CCCC1=O)=O)C